tert-butyl 4-(3-amino-4-((2-methyl-2H-indazol-5-yl)carbamoyl)phenyl)piperidine-1-carboxylate NC=1C=C(C=CC1C(NC1=CC2=CN(N=C2C=C1)C)=O)C1CCN(CC1)C(=O)OC(C)(C)C